6-chloro-3-[hydroxy-(1-methylindol-5-yl)methylene]-5-[4-(3-hydroxypyrrolidin-1-yl)phenyl]indolin-2-one ClC1=C(C=C2C(C(NC2=C1)=O)=C(C=1C=C2C=CN(C2=CC1)C)O)C1=CC=C(C=C1)N1CC(CC1)O